O1C=C(C(C2=CC=CC=C12)=O)S(=O)O chromone-3-sulfinic acid